(S)-azetidin-2-yl-methanol N1[C@@H](CC1)CO